CC(CC(=O)[O-])(C)O.[Ca+2].CC(CC(=O)[O-])(C)O calcium beta-methyl-beta-hydroxybutyrate